NC(=S)N.OP(O)(=O)OP(=O)(O)O.C(O)C(CC)(CO)CO.C(O)C(CC)(CO)CO ditrimethylolpropane diphosphate thiourea salt